9-(2-((tert-butyldimethylsilyl)oxy)-1-((6-chloro-2-(1-methyl-1H-pyrazol-4-yl)pyridin-3-yl)amino)ethyl)-3-ethyl-4,7-dimethyl-3,4-dihydro-5H-pyrazolo[3,4-c]isoquinolin-5-one [Si](C)(C)(C(C)(C)C)OCC(NC=1C(=NC(=CC1)Cl)C=1C=NN(C1)C)C=1C=2C3=C(N(C(C2C=C(C1)C)=O)C)N(N=C3)CC